C(C)(C)(C)OC(=O)NCCN(CC(=O)OCC)C ethyl N-(2-((tert-butoxycarbonyl) amino) ethyl)-N-methylglycinate